ClC=1C=CC(=C2C=CC=NC12)C#C[Si](C)(C)C 8-chloro-5-[(trimethylsilyl)ethynyl]quinoline